N-butyl-1-butanamine CCCCNCCCC